C1CC12N(CCC(C2)C(=O)OC)C(=O)OC(C)(C)C 4-tert-Butyl 7-methyl 4-azaspiro[2.5]octane-4,7-dicarboxylate